C1(CC1)C=1C(=NC(=NC1)NC1=CC(=CC=C1)OC1CCN(CC1)C)NCCCN1C(CCCC1)=O 1-(3-((5-Cyclopropyl-2-((3-((1-methylpiperidin-4-yl)oxy)phenyl)amino)pyrimidin-4-yl)amino)propyl)piperidin-2-one